ClC1=CC=C2C3(C(N(C2=C1)C=1C=NOC1)=O)CC1=CC=C(C=C1C3)C(=O)O 6'-chloro-1'-(isoxazol-4-yl)-2'-oxo-1,3-dihydrospiro[indene-2,3'-indoline]-5-carboxylic acid